CN1C(C2=CC(=CC=C2C=C1)C=1C=CC2=C(NC(=N2)CNC(OC(C)(C)C)=O)C1)=O tert-butyl ((6-(2-methyl-1-oxo-1,2-dihydroisoquinolin-7-yl)-1H-benzo[d]imidazol-2-yl)methyl)carbamate